FC(C(N)C1=CC=C(C=C1)Cl)(F)F 2,2,2-trifluoro-1-(4-chlorophenyl)ethan-1-amine